ClC1=C(C(=CC=C1)Cl)N1C=2N(C3=C(C1=O)C=NC(=N3)NC3=CC(=C(C=C3)N3C[C@@H](N[C@@H](C3)C)C)C)CCN2 6-(2,6-dichlorophenyl)-2-((4-((3s,5r)-3,5-dimethylpiperazin-1-yl)-3-methylphenyl)amino)-8,9-dihydroimidazo[1,2-a]pyrimido[5,4-e]pyrimidin-5(6H)-one